Cl(=O)[O-].[Fe+3].Cl(=O)[O-].Cl(=O)[O-] Ferric chlorite